C(C)(=O)N1C(=NC(C1C1=CC=CC=C1)C1=CC=CC=C1)C1=CC=CC=C1 (+-)-1-acetyl-2,4,5-triphenyl-4,5-dihydroimidazole